COC1=C(C=CC(=C1OC)OC)C1(CCNCC1)C#N 4-(2,3,4-trimethoxyphenyl)piperidine-4-carbonitrile